3-ethyl-2-hydroxymethyl-1,3-propanediol C(C)C(C(CO)CO)O